3-[2-[1-(difluoromethyl)-6-fluoro-1,3-benzodiazol-5-yl]ethynyl]-1-[(3s,5r)-5-(methoxymethyl)-1-(prop-2-enoyl)pyrrolidin-3-yl]-5-(methylamino)pyrazole-4-carboxamide FC(N1C=NC2=C1C=C(C(=C2)C#CC2=NN(C(=C2C(=O)N)NC)[C@@H]2CN([C@H](C2)COC)C(C=C)=O)F)F